CC=1C=C(C=CC1)C1=NOC(=N1)CN1C(N(CC1=O)C1=CC=CC=C1)=O 3-{[3-(3-methylphenyl)-1,2,4-oxadiazol-5-yl]methyl}-1-phenylimidazolidine-2,4-dione